NCC=1C=NN(C1)CC1=CC2=C(C(=NO2)NS(=O)(=O)C2=C(C(=O)OC)C=CC=C2)C(=C1)OC methyl 2-(N-(6-((4-(aminomethyl)-1H-pyrazol-1-yl)methyl)-4-methoxybenzo[d]isoxazol-3-yl) sulfamoyl)benzoate